4-((2-(4-(4-chloro-7,7-dimethyl-5-oxo-5,7-dihydroindolo[1,2-a]quinazolin-9-yl)piperidin-1-yl)ethyl)amino)-2-(2,6-dioxopiperidin-3-yl)isoindoline-1,3-dione ClC=1C=2C(N=C3N(C2C=CC1)C1=CC=C(C=C1C3(C)C)C3CCN(CC3)CCNC3=C1C(N(C(C1=CC=C3)=O)C3C(NC(CC3)=O)=O)=O)=O